dihydroxytetra-n-octoxybenzophenone OC1=C(C=CC=C1)C(C1=C(C(=C(C(=C1O)OCCCCCCCC)OCCCCCCCC)OCCCCCCCC)OCCCCCCCC)=O